tert-butyl (3S)-3-(4-bromopyrazol-1-yl)piperidine-1-carboxylate BrC=1C=NN(C1)[C@@H]1CN(CCC1)C(=O)OC(C)(C)C